C(CCC)N=C1C[C@@]2(C(C(C=3C=CC(=C1C23)OC=2C=C(C#N)C=C(C2)F)(F)F)(F)F)O (R)-3-((4-(butylimino)-1,1,2,2-tetrafluoro-2a-hydroxy-2,2a,3,4-tetrahydro-1H-cyclopenta[cd]inden-5-yl)oxy)-5-fluorobenzonitrile